(9H-fluoren-9-yl)methyl 8,13-dioxa-3-azaspiro[5.8]tetradec-10-yne-3-carboxylate C1CN(CCC12COCC#CCOC2)C(=O)OCC2C1=CC=CC=C1C=1C=CC=CC21